(E)-1-((4-(cyclooctyloxy)-4-oxobut-2-enoyl)oxy)cyclopropane-1-carboxylic acid C1(CCCCCCC1)OC(/C=C/C(=O)OC1(CC1)C(=O)O)=O